8-bromo-5-methyl-[1,2,4]triazolo[4,3-a]pyridine BrC=1C=2N(C(=CC1)C)C=NN2